(S)-5-((((6-(3-(2-(1-(azetidin-3-ylmethyl)-1H-pyrazol-4-yl)-3-chloropyridin-4-yl)-2-chlorophenyl)-2-methoxypyridin-3-yl)methyl)amino)methyl)pyrrolidin-2-one N1CC(C1)CN1N=CC(=C1)C1=NC=CC(=C1Cl)C=1C(=C(C=CC1)C1=CC=C(C(=N1)OC)CNC[C@@H]1CCC(N1)=O)Cl